C(C)C(CC=C(C)C)CCCC 5-ethyl-2-methyl-2-nonene